methyl 3,4-bis(benzyloxy)-2,6-difluoro-5-isopropoxybenzoate C(C1=CC=CC=C1)OC=1C(=C(C(=O)OC)C(=C(C1OCC1=CC=CC=C1)OC(C)C)F)F